CC1=CC=2N(C=C1)C=NC2C(=O)OC methyl 7-methylimidazo[1,5-a]pyridine-1-carboxylate